(1S,4S,5R)-2-{2-fluoro-4-[(propane-1-sulfonyl) carbamoyl]phenyl}-2-azabicyclo[2.2.1]heptan-5-yl 5-cyclopropyl-3-(2,6-dichlorophenyl)-1,2-oxazole-4-carboxylate C1(CC1)C1=C(C(=NO1)C1=C(C=CC=C1Cl)Cl)C(=O)O[C@H]1[C@@H]2CN([C@H](C1)C2)C2=C(C=C(C=C2)C(NS(=O)(=O)CCC)=O)F